5-[(3-Bromophenyl)cyclopropylmethyl]-4-methyl-4H-1,2,4-triazole-3-thiol BrC=1C=C(C=CC1)C(C=1N(C(=NN1)S)C)C1CC1